C(C1=CC=CC=C1)OC1=NN2C(C=CC=C2)=C1C(=O)NC1=C(C=C(C(=C1)C(C)C)OC1=CC=CC=C1)C 2-(benzyloxy)-N-(5-isopropyl-2-methyl-4-phenoxyphenyl)pyrazolo[1,5-a]Pyridine-3-carboxamide